C1CN2CC3=C(C[C@H]2C4=CC5=C(C=C41)OCO5)C=CC6=C3OCO6 The molecule is a berberine alkaloid isolated from the plants of the family papaveraceae. It has a role as a plant metabolite. It is an organic heterohexacyclic compound and a berberine alkaloid.